trispropylaminoazidobenzene isothiocyanate [N-]=C=S.C(CC)NC1=C(C(=C(C=C1)N=[N+]=[N-])NCCC)NCCC